BrC=1C=C2CCN(CC2=CC1)C1C(CN(CC1)C(=O)OC(C)(C)C)(F)F tert-butyl 4-(6-bromo-3,4-dihydroisoquinolin-2(1H)-yl)-3,3-difluoropiperidine-1-carboxylate